β-D-glucuronic acid Sodium [Na].O[C@H]1[C@H](O)[C@@H](O)[C@H](O)[C@H](O1)C(=O)O